CC(C(=O)O)(CC1=CC=NC=C1)C 2,2-dimethyl-3-(pyridin-4-yl)propanoic acid